8-dimethylaminotricyclo[5.2.1.02,6]decane CN(C1C2C3CCCC3C(C1)C2)C